C1(C=CC(N1C1(CCCCC1)C(=O)[O-])=O)=O maleimidocyclohexanecarboxylate